CC1=C(OCCN2CCOCC2)C(=CC(=C1)C)CC1=C(C=CC=C1)[N+](=O)[O-] 4-(2-(2,4-dimethyl-6-(2-nitrobenzyl)phenoxy)ethyl)morpholine